(3-fluoro-2-(pyrimidin-2-yl)phenyl)((1S,4S,6R)-6-(methyl(5-(trifluoromethyl)pyridin-2-yl)amino)-2-azabicyclo[2.2.1]heptan-2-yl)methanone FC=1C(=C(C=CC1)C(=O)N1[C@@H]2[C@@H](C[C@H](C1)C2)N(C2=NC=C(C=C2)C(F)(F)F)C)C2=NC=CC=N2